N-(2,2,2-trifluoro-1-(4-fluorophenyl)ethyl)imidazo[1,2-a]pyridine-2-sulfonamide FC(C(C1=CC=C(C=C1)F)NS(=O)(=O)C=1N=C2N(C=CC=C2)C1)(F)F